CC1=C(OC2=C(C=C(C=C2C1=O)C)[C@@H](C)NC1=C(C(=O)OC(C)(C)C)C=CC=C1)C=1C=NC(=CC1)C=1C=NN(C1)C tert-butyl 2-[[(1R)-1-[3,6-dimethyl-2-[6-(1-methylpyrazol-4-yl)-3-pyridyl]-4-oxo-chromen-8-yl]ethyl]amino]benzoate